ClC=1C=CC(=C(C1)NC(C(=O)OC)=O)C1=NN=NN1 methyl 2-((5-chloro-2-(1H-tetrazol-5-yl) phenyl) amino)-2-oxoacetate